3-chloro-4-methyl-chlorobenzyl chloride ClC=1C=C(C(Cl)Cl)C=CC1C